4-(trans-4-pentylcyclopropyl)phenol CCCC(C)C1(CC1)C1=CC=C(C=C1)O